3,4-epoxy-2-methylcyclohexylmethyl 3,4-epoxy-2-methylcyclohexanecarboxylate CC1C(CCC2C1O2)C(=O)OCC2C(C1C(CC2)O1)C